ethyl (R,Z)-4-((1R,3R,4R)-2-((3-chlorophenyl)-D-leucyl)-5,5-difluoro-2-azabicyclo[2.2.2]octane-3-carboxamido)-2-fluoro-5-((S)-2-oxopyrrolidin-3-yl)pent-2-enoate ClC=1C=C(C=CC1)N[C@H](CC(C)C)C(=O)N1[C@H]2CC([C@@H]([C@@H]1C(=O)N[C@@H](\C=C(\C(=O)OCC)/F)C[C@H]1C(NCC1)=O)CC2)(F)F